NCCC=1C=NN(C1)C1=C(C=C(C#N)C=C1)SC1=NC(=NC(=C1)N1CCOCC1)C 4-[4-(2-aminoethyl)pyrazol-1-yl]-3-(2-methyl-6-morpholin-4-ylpyrimidin-4-yl)sulfanylbenzonitrile